2,2-Dimethyl-3-(6-methyl-2-phenyl-3-(3-phenylpropanoyl)-1H-indol-1-yl)propanamide CC(C(=O)N)(CN1C(=C(C2=CC=C(C=C12)C)C(CCC1=CC=CC=C1)=O)C1=CC=CC=C1)C